FC1=C(C=CC2=C1CNS2(=O)=O)NC2=NNC(=C2)[C@@H]2C[C@@H](CC2)OC=2C=NC=C(C2)C(C)C cis-4-fluoro-5-((5-(3-((5-isopropylpyridin-3-yl)oxy)cyclopentyl)-1H-pyrazol-3-yl)amino)-2,3-dihydrobenzo[d]isothiazole 1,1-dioxide